O=C1C=C(N=CN1C[C@@H]1CCN(CC12CCCC2)C(=O)N2C(CC(CC2)C(=O)O)C2=CC=CC=C2)C2=CC=CC=C2 1-((R)-10-((6-oxo-4-phenylpyrimidin-1(6H)-yl)methyl)-7-azaspiro[4.5]decane-7-carbonyl)-2-phenylpiperidine-4-carboxylic acid